NC1=CC(=C(C=N1)N1C=C(C(C2=CC(=C(C=C12)N1CC2=NC=CC=C2C1)Cl)=O)C(=O)O)C1CC1 1-(6-amino-4-cyclopropylpyridin-3-yl)-6-chloro-7-(5,7-dihydro-6H-pyrrolo[3,4-b]pyridin-6-yl)-4-oxo-1,4-dihydroquinoline-3-carboxylic acid